C(C)OC(C1=C(C(=CC(=C1)N)C)C=1C=NC(=CC1)C(CC)(F)F)=O.C=1(C(=CC=CC1)C(=O)N[2H])C toluamide-d Ethyl-5-amino-2-[6-(1,1-difluoropropyl)pyridin-3-yl]-3-methylbenzoate